FC=1C=CC(=NC1)C1=NN(C=C1C1=CC(=NC2=CC(=CC=C12)OC)C)C 4-[3-(5-fluoro-2-pyridinyl)-1-methyl-pyrazol-4-yl]-7-methoxy-2-methyl-quinoline